2-(5-acetyl-2-oxo-1-phenyl-1,2-dihydropyridin-3-yl)benzonitrile C(C)(=O)C=1C=C(C(N(C1)C1=CC=CC=C1)=O)C1=C(C#N)C=CC=C1